amino-N-methyl-leucine methyl ester HCl salt Cl.COC([C@@H](N(C)N)CC(C)C)=O